N-((1R,2R)-2-hydroxy-2,3-dihydro-1H-inden-1-yl)-4-(3-methyl-1H-pyrrolo[2,3-b]pyridin-4-yl)benzamide O[C@H]1[C@@H](C2=CC=CC=C2C1)NC(C1=CC=C(C=C1)C1=C2C(=NC=C1)NC=C2C)=O